1-(2-fluoroethyl)-1H-indol FCCN1C=CC2=CC=CC=C12